tert-butyl (4-(4-(4-(2,6-difluorobenzyl)-5-oxo-4,5-dihydro-1H-1,2,4-triazol-1-yl)-2-fluorophenoxy)-5-fluoropyridin-2-yl)carbamate FC1=C(CN2C=NN(C2=O)C2=CC(=C(OC3=CC(=NC=C3F)NC(OC(C)(C)C)=O)C=C2)F)C(=CC=C1)F